BrC1=CC(=C(C=C1)[C@H]1N(CC[C@@H](C1)O)C(=O)OCC1=CC=CC=C1)OCOCC[Si](C)(C)C benzyl (2S,4S)-2-(4-bromo-2-((2-(trimethylsilyl)ethoxy)methoxy)phenyl)-4-hydroxypiperidine-1-carboxylate